N6-allyl-adenosine triphosphate P(O)(=O)(OP(=O)(O)OP(=O)(O)O)OC[C@@H]1[C@H]([C@H]([C@@H](O1)N1C=NC=2C(NCC=C)=NC=NC12)O)O